(4-Cyanobutyl)triphenylphosphonium bromide [Br-].C(#N)CCCC[P+](C1=CC=CC=C1)(C1=CC=CC=C1)C1=CC=CC=C1